CC=1SC(=C(N1)C)N1C(=C(C=C1C)C(=O)[O-])C 1-(2,4-dimethylthiazol-5-yl)-2,5-dimethyl-1H-pyrrole-3-carboxylate